ClC1=NC=CC(=N1)OC1CCC1 2-chloro-4-cyclobutoxypyrimidine